((1s,3s)-3-hydroxy-3-methylcyclobutyl)(7-(3-isopropylphenyl)-7-methoxy-2-azaspiro[3.5]non-2-yl)methanone OC1(CC(C1)C(=O)N1CC2(C1)CCC(CC2)(OC)C2=CC(=CC=C2)C(C)C)C